tert-Butyl 7-bromo-3,4-dihydrobenzo[b][1,4]oxazepine-5(2H)-carboxylate BrC1=CC2=C(OCCCN2C(=O)OC(C)(C)C)C=C1